2-(5-methanesulfonyl-2-{[3-(4-{[(1R,4R)-4-(dimethylamino)cyclohexyl]amino}-1-(2,2,2-trifluoro-ethyl)-1H-indol-2-yl)prop-2-yn-1-yl]amino}phenoxy)acetonitrile CS(=O)(=O)C=1C=CC(=C(OCC#N)C1)NCC#CC=1N(C2=CC=CC(=C2C1)NC1CCC(CC1)N(C)C)CC(F)(F)F